3,5-dimethylpyrazin-2-amine CC=1C(=NC=C(N1)C)N